BrC=1C=C(C2=C(N(C(=N2)N(C)C)C(C)C)C1)F 6-bromo-4-fluoro-1-isopropyl-N,N-dimethyl-1H-benzo[d]imidazol-2-amine